(S)-3-(furo[3,2-c]pyridin-7-ylamino)pyrrolidine-1-carboxylic acid tert-butyl ester C(C)(C)(C)OC(=O)N1C[C@H](CC1)NC=1C2=C(C=NC1)C=CO2